Cl.Cl.C1(CC1)[C@H]1CN(CCN1)C=1N=NC(=CN1)C1=C(C=C(C=C1)C=1C=NN(C1)C)O 2-{3-[(3S)-3-cyclopropylpiperazin-1-yl]-1,2,4-triazin-6-yl}-5-(1-methyl-1H-pyrazol-4-yl)phenol dihydrochloride